ClC=1C=C(C=CC1F)C(C=1C=CC(=NC1)OCC(F)(F)F)C=1NC=C(N1)SC 5-((3-chloro-4-fluorophenyl)(4-(methylthio)-1H-imidazol-2-yl)methyl)-2-(2,2,2-trifluoroethoxy)pyridine